7-Methyl-2-(((1s,4s)-4-((7-morpholino-1,6-naphthyridin-5-yl)oxy)cyclohexyl)amino)-9-(tetrahydro-2H-pyran-4-yl)-7,9-dihydro-8H-purin-8-one CN1C(N(C2=NC(=NC=C12)NC1CCC(CC1)OC1=C2C=CC=NC2=CC(=N1)N1CCOCC1)C1CCOCC1)=O